Tert-Butyl (1S,2R,5R)-3-(5,7-dibromo-6-chloro-8-fluoro-2-(methylthio)quinazolin-4-yl)-2-vinyl-3,8-diazabicyclo[3.2.1]octane-8-carboxylate BrC1=C2C(=NC(=NC2=C(C(=C1Cl)Br)F)SC)N1[C@@H]([C@@H]2CC[C@H](C1)N2C(=O)OC(C)(C)C)C=C